zirconium phosphate (phosphonate) P([O-])([O-])=O.P(=O)([O-])([O-])O.[Zr+4]